ClC=1C=C(C=C(C1OC=1C=C2CCN(C(C2=CC1)=O)CC=1N=NC=CC1)Cl)N1N=CC(NC1=O)=O (3,5-dichloro-4-((1-oxo-2-(pyridazin-3-ylmethyl)-1,2,3,4-tetrahydroisoquinolin-6-yl)oxy)phenyl)-1,2,4-triazine-3,5(2H,4H)-dione